iodopentanal IC(C=O)CCC